N-phenyl-[1,2,4]-triazolo[1,5-a]pyridine-2-carboxamide C1(=CC=CC=C1)NC(=O)C1=NN2C(C=CC=C2)=N1